2-(2,4-dichlorophenoxy)-N-(pyridin-4-yl)acetamide ClC1=C(OCC(=O)NC2=CC=NC=C2)C=CC(=C1)Cl